FC(C=1C(=CNC(C1)=O)C(=O)NC1=C(C=C(C(=C1)C=1C=NC(=NC1)N1C[C@H](O[C@H](C1)C)C)F)N1C[C@@H](N([C@@H](C1)C)C)C)F 4-(difluoromethyl)-N-[4-fluoro-5-[2-[(2R,6S)-2,6-dimethylmorpholin-4-yl]pyrimidin-5-yl]-2-[(3S,5R)-3,4,5-trimethylpiperazin-1-yl]phenyl]-6-oxo-1H-pyridine-3-carboxamide